C(C(=C)C)(=O)OCC[N+](CCCS(=O)(=O)O)(C)C [2-(methacryloyloxy)ethyl]Dimethyl-(3-sulfopropyl)ammonium